4-[(E)-3-(2-Benzoyl-6-hydroxyphenyl)-3-oxoprop-1-enyl]benzoic acid C(C1=CC=CC=C1)(=O)C1=C(C(=CC=C1)O)C(/C=C/C1=CC=C(C(=O)O)C=C1)=O